C(C)N1CCC(CC1)O 1-ethyl-4-piperidinol